2-[(6-Ethylpyridin-3-yl)methyl]-8-methyl-N-{[(2S)-oxolan-2-yl]methyl}-4,5-dihydro-2H-furo[2,3-g]indazol-7-carboxamid C(C)C1=CC=C(C=N1)CN1N=C2C3=C(CCC2=C1)OC(=C3C)C(=O)NC[C@H]3OCCC3